ClC[C@]([C@H](C#C)C)(O)C1=C(C=C(C=C1)F)F (2R,3S)-1-chloro-2-(2,4-difluorophenyl)-3-methyl-4-pentyn-2-ol